CC(C(C1=CN=C2C(=N1)C(=O)NC(=N2)N)O)O The molecule is a pterin derivative that consists of pterin bearing amino, oxo and 1,2-dihydroxypropyl substituents at positions 2, 4 and 6 respectively. The parent of the class of biopterins; the L-erythro isomer occurs widely in nature. It has a role as a metabolite and a coenzyme.